3-carbamoyl-2-methylpyrrolidine C(N)(=O)C1C(NCC1)C